[NH4+].ClC1=C(C(=O)[O-])C(=C(C(=C1Cl)Cl)Cl)C#N 2,3,4,5-tetrachloro-6-cyanobenzoic acid ammonium salt